6-(4-chloro-5-fluoropyrimidin-2-yl)-8-(2-fluorobenzyl)imidazo[1,2-a]pyrazine ClC1=NC(=NC=C1F)C=1N=C(C=2N(C1)C=CN2)CC2=C(C=CC=C2)F